CN(C)CC=1C=C(N\C(\C)=C\2/C(NC3=CC(=CC=C23)C(N)=O)=O)C=CC1 3-Z-[1-(3-dimethylaminomethyl-anilino)-1-methyl-methylene]-6-carbamoyl-2-indolinone